(bromo)diethylamine BrN(CC)CC